N[C@@H](C(C)C)C(=O)O (11e)-valine